N(=[N+]=[N-])CCCCCCCCCCCCO 12-azido-1-dodecanol